1,3-Di-tert-butylimidazolium C(C)(C)(C)N1C=[N+](C=C1)C(C)(C)C